ClC=1C(=NC=C(C1)F)CNC(=O)C1=CN=C(S1)N1CCC(CC1)N1C[C@@H](CCC1)C N-[(3-chloro-5-fluoropyridin-2-yl)methyl]-2-[(3R)-3-methyl[1,4'-bipiperidin]-1'-yl]-1,3-thiazole-5-carboxamide